C(#N)[C@H]1[C@@H](CCCC1)N(C([O-])=O)C=1N=CC2=C(C(=C(C=C2C1)C1=C(C2=C(OCCN2)N=C1)C)F)Cl trans-2-Cyanocyclohexyl-(8-chloro-7-fluoro-6-(8-methyl-2,3-dihydro-1H-pyrido[2,3-b][1,4]oxazin-7-yl)isochinolin-3-yl)carbamat